1-(2-(dimethylamino)-2-(thien-3-yl)ethyl)-3-(1,2,3,4-tetrahydronaphthalen-2-yl)urea CN(C(CNC(=O)NC1CC2=CC=CC=C2CC1)C1=CSC=C1)C